2-cyclohexylhydrazine C1(CCCCC1)NN